C(#N)CNC(CN)=O N-(cyanomethyl)glycine amide